BrC1=CSC=C1Br 3,4-Dibromothiophen